5-(2-chloro-5-fluoropyrimidin-4-yl)-7-(2-methoxyethyl)-1,1-dimethyl-3-oxoisoindoline-2-carboxylic acid tert-butyl ester C(C)(C)(C)OC(=O)N1C(C2=C(C=C(C=C2C1=O)C1=NC(=NC=C1F)Cl)CCOC)(C)C